bis-[(gamma-(triethoxysilyl) propyl)] tetrasulfide C(C)O[Si](CCCSSSSCCC[Si](OCC)(OCC)OCC)(OCC)OCC